6-(6-spiro[2H-benzofuran-3,1'-cyclopropane]-4-yloxy-3-pyridinyl)-2,4-dihydroimidazo[4,5-c]pyrazol-5-one C12(CC1)COC1=C2C(=CC=C1)OC1=CC=C(C=N1)N1C(NC=2C1=NNC2)=O